silyl azidoformate N(=[N+]=[N-])C(=O)O[SiH3]